6-(3-((S)-2-hydroxy-3-(3-(methylsulfonyl)phenoxy)propylamino)-1-oxa-8-azaspiro[4.5]decan-8-ylsulfonyl)-2H-benzo[b][1,4]oxazin-3(4H)-one O[C@@H](CNC1COC2(C1)CCN(CC2)S(=O)(=O)C2=CC1=C(OCC(N1)=O)C=C2)COC2=CC(=CC=C2)S(=O)(=O)C